7-isopropoxy-N-(1-methyl-1H-pyrazol-3-yl)-2-(1-methyl-2-oxabicyclo[2.2.2]oct-4-yl)imidazo[1,2-a]pyrimidine-6-carboxamide C(C)(C)OC1=NC=2N(C=C1C(=O)NC1=NN(C=C1)C)C=C(N2)C21COC(CC2)(CC1)C